imidazole-2-formaldehyde oxime N1C(=NC=C1)C=NO